N-Boc-(1,2,5,6-tetrahydropyridine) C(=O)(OC(C)(C)C)N1CC=CCC1